[As]([O-])([O-])([O-])=S.[Na+].[Na+].[Na+] sodium monothioarsenate